(2S,4R)-4-fluoro-1-[2-methyl-2-(1H-1,2,4-triazol-5-yl)propanoyl]-N-[(S)-phenyl[4-(propan-2-yl)phenyl]methyl]pyrrolidine-2-carboxamide F[C@@H]1C[C@H](N(C1)C(C(C)(C1=NC=NN1)C)=O)C(=O)N[C@H](C1=CC=C(C=C1)C(C)C)C1=CC=CC=C1